N[C@@H]1C2=CC=CC=C2CC12CCN(CC2)C=2NC(C1=C(N2)NN=C1C1=CNS(C2=C1C=CC=C2)(=O)=O)=O (S)-6-(1-amino-1,3-dihydrospiro[indene-2,4'-piperidin]-1'-yl)-3-(1,1-dioxido-2H-benzo[e][1,2]thiazin-4-yl)-1,5-dihydro-4H-pyrazolo[3,4-d]pyrimidin-4-one